Cl.NC(C(=O)O)C[Si](C)(C)C 2-amino-3-(trimethylsilyl)propionic acid hydrochloride